10-epoxy-3,6-eicosadienol C1C(C=CCC=CCCC(CCCCCCCCCC)O)O1